CC1(N(CCC(C1)OC1=CC=CC=C1)C(=O)NCCCCC1=CC=CC=C1)C 2,2-dimethyl-4-phenoxy-N-(4-phenylbutyl)piperidine-1-carboxamide